ClC1=NC(=NC=C1C(F)(F)F)NC1CCN(CC1)S(=O)(=O)C1CC1 4-chloro-N-(1-(cyclopropylsulfonyl)piperidin-4-yl)-5-(trifluoromethyl)pyrimidin-2-amine